6-cyano-1-methyl-4-{4-[3-(2-methylphenyl)-1,2,4-oxadiazol-5-yl]piperidin-1-yl}-2-oxo-7-{[(3R)-oxolane-3-yl]oxy}-1,2-dihydroquinoline-3-carboxamide C(#N)C=1C=C2C(=C(C(N(C2=CC1O[C@H]1COCC1)C)=O)C(=O)N)N1CCC(CC1)C1=NC(=NO1)C1=C(C=CC=C1)C